ClC1=CC(=C(C=C1)N1C(N2[C@@H](CN(CC2)C(=O)OC(C)(C)C)C1)=O)C(F)(F)F tert-Butyl (8aR)-2-[4-chloro-2-(trifluoromethyl)phenyl]-3-oxo-5,6,8,8a-tetrahydro-1H-imidazo[1,5-a]pyrazine-7-carboxylate